OC=1C=C(C[C@H](N)C(=O)O)C=CC1O 3,4-DIHYDROXYPHENYLALANIN